N[C@@H](CC(=O)N1CC(C1)OC=1C=CCC2CB(OC21)O)C(N)=O 7-{[1-(L-α-asparaginyl)azetidin-3-yl]oxy}-2-hydroxy-3,4-dihydro-2H-1,2-benzoxaborole